1,3-bis[2-{(2-hydroxyethoxy)phenyl}propyl]Benzene OCCOC1=C(C=CC=C1)C(CC1=CC(=CC=C1)CC(C)C1=C(C=CC=C1)OCCO)C